2-(3-(4-bromophenyl)-5-oxopyrrolidin-3-yl)acetic acid BrC1=CC=C(C=C1)C1(CNC(C1)=O)CC(=O)O